methyl-2-(didodecylamino)-1,1-difluoro-2-oxoethane-1-sulfonate COS(=O)(=O)C(C(=O)N(CCCCCCCCCCCC)CCCCCCCCCCCC)(F)F